4-methyl-9-(2-carboxycyclohexyl)carbonyloxyanthracene CC1=CC=CC2=C(C3=CC=CC=C3C=C12)OC(=O)C1C(CCCC1)C(=O)O